C(C(=C)C)(=O)OC1CC(CC(C1)C)(C)C 3,3,5-tri-methylcyclohexyl methacrylate